2-Dimethylamino-4-methyl-6-morpholin-4-yl-N-[[4-(trifluoromethyl)-phenyl]-methyl]pyridine-3-carboxylic acid amide CN(C1=NC(=CC(=C1C(=O)NCC1=CC=C(C=C1)C(F)(F)F)C)N1CCOCC1)C